The molecule is a member of the class of quinazolines that is quinazoline which is substituted by a 4-methylphenyl group and a bis(2-methoxyethyl)nitrilo group at positions 2 and 4, respectively. It is a member of quinazolines, a member of toluenes, a diether and a tertiary amino compound. CC1=CC=C(C=C1)C2=NC3=CC=CC=C3C(=N2)N(CCOC)CCOC